Cl.N(N)C=1C=CC(=NC1)C(F)(F)F 5-hydrazineyl-2-(trifluoromethyl)pyridine hydrochloride